[Cs].C(C=C)(=O)O acrylic acid cesium